C(C)(C)(C)OC(=O)N[C@@H](C(=O)N1[C@@H](CC(C1)N1N=CC=C1)C(=O)O)CCC1=CC=CC=C1 (2S)-1-((R)-2-((tert-butoxycarbonyl)amino)-4-phenylbutanoyl)-4-(1H-pyrazol-1-yl)pyrrolidine-2-carboxylic acid